ClC1=C2C(=NC=N1)N(N=C2)CC 4-chloro-1-ethyl-1H-pyrazolo[3,4-d]pyrimidine